8-[(1R)-1-[[6-Chloro-2-(1,4-oxazepan-4-yl)-3-pyridyl]amino]ethyl]-3,6-dimethyl-2-(3-pyridyl)chromen-4-one ClC1=CC=C(C(=N1)N1CCOCCC1)N[C@H](C)C=1C=C(C=C2C(C(=C(OC12)C=1C=NC=CC1)C)=O)C